N-[6-chloro-3-(2-chloro-5-fluorophenyl)-1-oxo-2,3-dihydro-1H-benzo[e]isoindol-4-yl]-5-fluoro-3-(trifluoromethyl)benzamide ClC1=CC=CC=2C=3C(NC(C3C(=CC21)NC(C2=CC(=CC(=C2)F)C(F)(F)F)=O)C2=C(C=CC(=C2)F)Cl)=O